3-(3-(furan-2-yl)acryloyl)-2H-chromen-2-one O1C(=CC=C1)C=CC(=O)C=1C(OC2=CC=CC=C2C1)=O